hydroxyheptanoic acid-1-octylnonyl ester C(CCCCCCC)C(CCCCCCCC)OC(C(CCCCC)O)=O